6-(3-isoquinolyl)-spiro[4H-1,3-benzodioxine-2,4'-piperidine] TFA salt OC(=O)C(F)(F)F.C1=NC(=CC2=CC=CC=C12)C1=CC2=C(OC3(CCNCC3)OC2)C=C1